ClC1=CC2=C(N(C(N=C2N2[C@H](CN([C@@H](C2)C)C(C=C)=O)C)=O)C=2C(=NC=CC2C)C(C)C)N=C1C1=C(C=CC=C1)OC (M)-6-Chloro-4-[(2S,5R)-2,5-dimethyl-4-prop-2-enoyl-piperazin-1-yl]-1-(2-isopropyl-4-methyl-3-pyridyl)-7-(2-methoxyphenyl)pyrido[2,3-d]pyrimidin-2-one